BrC=1C(=NC(=NC1)NC=1C=CC2=C(OC[C@@H]3N2CCN(C3)C3CCN(CC3)C3CC3)C1)NC=1C(=C3N=CC=NC3=CC1)P(C)(C)=O (R)-(6-((5-bromo-2-((3-(1-cyclopropylpiperidin-4-yl)-1,2,3,4,4a,5-hexahydrobenzo[b]pyrazino[1,2-d][1,4]oxazin-8-yl)amino)pyrimidin-4-yl)amino)quinoxalin-5-yl)dimethylphosphine oxide